C(C)C1=CC=C(C(=O)OC2C(CCCC2)[Se]C2=CC=CC=C2)C=C1 2-(phenylselanyl)cyclohexyl 4-ethylbenzoate